6-chloro-2-[2-(3-chloro-2-pyridyl)-5-ethyl-pyrazol-3-yl]-8-methyl-3,1-benzoxazin-4-one ClC=1C=C(C2=C(C(OC(=N2)C=2N(N=C(C2)CC)C2=NC=CC=C2Cl)=O)C1)C